2-[2-(aminomethyl)-3,3-difluoro-allyl]-4-[5-(1,3-benzodioxol-5-yl)pyrazin-2-yl]-1,2,4-triazol-3-one NCC(CN1N=CN(C1=O)C1=NC=C(N=C1)C1=CC2=C(OCO2)C=C1)=C(F)F